FC1=CC=C(C=C1)C=1C=C2C(=C(C(NC2=NC1)=O)C(=O)OC1CC2(CC2)C1)O spiro[2.3]hexan-5-yl 6-(4-fluorophenyl)-4-hydroxy-2-oxo-1,2-dihydro-1,8-naphthyridine-3-carboxylate